S(N)(=O)(=O)[NH-] (SULFAMOYL)AMIDE